4-aminomethyl-1,6-heptadiene NCC(CC=C)CC=C